ClC=1C=CC(=C(C1)C1=CC(N(C=C1F)C(CC1=CC=CC=C1)C=1SC2=C(N1)C=C(C=C2)C(=O)O)=O)N2N=NN=C2 2-(1-(4-(5-chloro-2-(1H-tetrazol-1-yl)phenyl)-5-fluoro-2-oxopyridin-1(2H)-yl)-2-phenylethyl)benzo[d]thiazole-5-carboxylic acid